OC1=CC=C2C3=C(N(C2=C1)CCCCN1C(C2=CC=CC=C2C1=O)=O)C(=NC=C3)C 2-[4-(7-hydroxy-1-methyl-9H-pyrido[3,4-b]indol-9-yl)butyl]-1H-isoindole-1,3(2H)-dione